O=C1CC(C=2C(N1)=NNC2)C=2C=CC(=C(C(=O)OCC)C2)OCC2=C(C=CC=C2)C(F)(F)F ethyl 5-{6-oxo-2H,4H,5H,6H,7H-pyrazolo[3,4-b]pyridin-4-yl}-2-{[2-(trifluoromethyl)phenyl]methoxy}benzoate